C1(=CC=CC=C1)C=1N=CC(=NC1C1=CC=CC=C1)N(CCCCOCC(=O)O)C(C)C 2-(4-((5,6-diphenylpyrazin-yl)(isopropyl)amino)butoxy)ACETIC ACID